(6R)-6-{[8-bromo-2-(4-methoxyphenyl)[1,2,4]triazolo[1,5-c]quinazolin-5-yl]amino}-1,4-diazepan-5-one BrC=1C=CC=2C=3N(C(=NC2C1)N[C@H]1C(NCCNC1)=O)N=C(N3)C3=CC=C(C=C3)OC